ClC1=CC=C(CN2C(=CC=C2C)C=O)C=C1 1-(4-Chlorobenzyl)-5-methyl-1H-pyrrole-2-carbaldehyde